N-[2-(mesitylenesulfonyloxy)phenyl]-N'-[3-(styrenesulfonyloxy)phenyl]urea C1(=C(C(=CC(=C1)C)C)S(=O)(=O)OC1=C(C=CC=C1)NC(=O)NC1=CC(=CC=C1)OS(=O)(=O)C=CC1=CC=CC=C1)C